(3R)-3-[4-(4-piperidyl)phenoxy]piperidine-2,6-dione N1CCC(CC1)C1=CC=C(O[C@H]2C(NC(CC2)=O)=O)C=C1